3-[3-methyl-2-oxo-5-[6-(4-piperidyloxy)hexa-1,4-diynyl]benzimidazol-1-yl]piperidine CN1C(N(C2=C1C=C(C=C2)C#CCC#CCOC2CCNCC2)C2CNCCC2)=O